N-(1-(4-(N-tert-butylsulfamoyl)phenylcarbamoyl)-2-phenylcyclopropyl)-4-fluorobenzamide C(C)(C)(C)NS(=O)(=O)C1=CC=C(C=C1)NC(=O)C1(C(C1)C1=CC=CC=C1)NC(C1=CC=C(C=C1)F)=O